(3Z)-6-chloro-3-hexenylnonyloxymethyl ether ClC(CCC(CCOCOCOCCC(CCC(CCC)Cl)C=CCCCC)C=CCCCC)CCC